(2R,3S)-N-(tert-butyldimethylsilyl)-3-methylhex-5-ene-2-sulfonamide [Si](C)(C)(C(C)(C)C)NS(=O)(=O)[C@H](C)[C@H](CC=C)C